ClC=1C=C2CC3(C(=NN(COC3)C(N(C3=CC=C(C=C3)OC(F)(F)F)C(=O)OC)=O)C2=CC1)C(=O)OC methyl 8-chloro-2-((methoxycarbonyl)(4-(trifluoromethoxy)phenyl)carbamoyl)-2,6-dihydro-3H-indeno[1,2-e][1,3,4]oxadiazepine-5a(5H)-carboxylate